OCC1CCC(CC1)CO 1,4-Dihydroxymethylcyclohexane